NCCSSCCC(=O)O 3-((2-aminoethyl)disulfanyl)propionic acid